C(C)OC(CN1CC(CC(C1)C=1C(=NC(=CC1)C=1N=NN(C1COS(=O)(=O)C)C)C)(F)F)=O 2-[3,3-difluoro-5-(6-{5-[(methylsulfonyloxy)methyl]-1-methyl-1H-1,2,3-triazol-4-yl}-2-methylpyridin-3-yl)piperidin-1-yl]acetic acid ethyl ester